3-((tert-butyldimethylsilyl)oxy)-3-ethylcyclobutane-1-carboxylate [Si](C)(C)(C(C)(C)C)OC1(CC(C1)C(=O)[O-])CC